C1(CCCC1)NC=1C=C(C=C(C1)C1(CC(C1)OC)C1=NN=CN1C)N1C(C2=CC(=CC(=C2C1)C(F)(F)F)CNC1(CCC1)C)=O 2-(3-(cyclopentylamino)-5-((1s,3s)-3-methoxy-1-(4-methyl-4H-1,2,4-triazol-3-yl)cyclobutyl)phenyl)-6-(((1-methylcyclobutyl)amino)methyl)-4-(trifluoromethyl)isoindolin-1-one